1,3,5-tri(3,5-dicarboxyphenyl)-2,4,6-trimethylbenzene C(=O)(O)C=1C=C(C=C(C1)C(=O)O)C1=C(C(=C(C(=C1C)C1=CC(=CC(=C1)C(=O)O)C(=O)O)C)C1=CC(=CC(=C1)C(=O)O)C(=O)O)C